[O-2].[Cd+2].[Ag+].[Ag+].[O-2] silver-silver cadmium oxide